C1(=CC=CC=C1)C1C(=O)OC1C α-phenyl-β-butyrolactone